COC(=O)C1=CC2=C(NC(N2C(C)C)=O)C=C1 3-isopropyl-2-oxo-2,3-dihydro-1H-benzo[d]imidazole-5-carboxylic acid methyl ester